ClC1=C(C=2N(C=C1)C=NC2I)F 7-chloro-8-fluoro-1-iodoimidazo[1,5-a]pyridine